CSC1=NC=2CC3(CCC4=CC=CC=C34)CCC2C(=N1)N1C2CN(CC1CC2)C(=O)OCC=C Allyl 8-(2-methylsulfanylspiro[6,8-dihydro-5H-quinazoline-7,1'-indane]-4-yl)-3,8-diazabicyclo[3.2.1]octane-3-carboxylate